Dimethyl 4,4'-(10-methyl-10H-phenoxazine-2,8-diyl)-bis-(2-(trifluoromethyl) benzoate) CN1C2=CC(=CC=C2OC=2C=CC(=CC12)C1=CC(=C(C(=O)OC)C=C1)C(F)(F)F)C1=CC(=C(C(=O)OC)C=C1)C(F)(F)F